SC1=NC=CN=C1S 2,3-dimercaptopyrazine